CC1(CC(CC(C1)C)CC(=O)CC1CC(CC(C1)C)(C)C)C 3,3,5-trimethylcyclohexylmethyl ketone